(S)-4-(3-Fluoro-4-((5-fluoro-4-(8-fluoro-2,3-dimethyl-3,4-dihydro-5-oxa-1,2a-diazaacenaphthylene-6-yl)pyrimidin-2-yl)amino)phenyl)morpholin-3-one FC=1C=C(C=CC1NC1=NC=C(C(=N1)C1=C2OC[C@@H](N3C(=NC(C(=C1)F)=C32)C)C)F)N3C(COCC3)=O